C(CCCC)C1=NC2=CC=CC=C2C=C1 pentylquinolin